ClC=1C(=NC(=NC1)NC=1C=C(C=NC1)N1C(C2(CC1)CCN(CC2)C(CC2(CCNCC2)O)=O)=O)C2=CC(=CC=C2)C2=CC=CC=C2 2-[5-[[5-chloro-4-(3-phenylphenyl)pyrimidin-2-yl]amino]-3-pyridyl]-8-[2-(4-hydroxy-4-piperidyl)acetyl]-2,8-diazaspiro[4.5]decan-1-one